4-(2-bromoethyl)benzene sodium [Na].BrCCC1=CC=CC=C1